N-Cyclobutylacetamide C1(CCC1)NC(C)=O